[Br-].C(C1=CC=CC=C1)OCCC[P+](C1=CC=CC=C1)(C1=CC=CC=C1)C1=CC=CC=C1 (3-benzyloxypropyl)triphenylphosphonium bromide